4-[1-(3,4,5-trimethoxyphenyl)hexyl]resorcinol COC=1C=C(C=C(C1OC)OC)C(CCCCC)C1=C(C=C(O)C=C1)O